BrC=1C=C2C(=NC1)N(C=C2C(=O)C=2C(=C(C=CC2F)N(S(=O)(=O)CCC)S(=O)(=O)CCC)F)S(=O)(=O)CCC N-[3-(5-bromo-1-propyl-sulfonyl-pyrrolo[2,3-b]pyridine-3-carbonyl)-2,4-difluoro-phenyl]-N-propyl-sulfonyl-propane-1-sulfonamide